C(CCC)N1N=CC(=N1)C1=CC=CC=C1 2-Butyl-4-phenyl-2H-1,2,3-triazole